4,4'-dimethoxy-5,6'-diaminobiphenyl COC1=CC=C(C=C1N)C1=CC=C(C=C1N)OC